(1R,4s)-4-(8-(2,6-dichloro-4-cyanophenylamino)-2-((3S,4S)-3-fluorotetrahydro-2H-pyran-4-ylamino)-9H-purin-9-yl)-1-methylcyclohexanecarboxamide ClC1=C(C(=CC(=C1)C#N)Cl)NC=1N(C2=NC(=NC=C2N1)N[C@@H]1[C@@H](COCC1)F)C1CCC(CC1)(C(=O)N)C